7-[1-(2,2-difluoroethyl)-1H-pyrazolo[3,4-b]pyrazin-6-yl]-2-[2-(trifluoromethyl)pyridin-3-yl]-2,7-diazaspiro[4.5]decan-1-one FC(CN1N=CC=2C1=NC(=CN2)N2CC1(CCN(C1=O)C=1C(=NC=CC1)C(F)(F)F)CCC2)F